COC(C1=C(C=C(C=C1)N1C[C@@H](OCC1)CO)C=O)=O.C(#N)[C@H]1[C@@H](COCC1)N1N=C(C(=C1)C(=O)N)NC1=CC2=C(CB(O2)O)C(=C1)CC 1-(trans-4-cyanotetrahydro-2H-pyran-3-yl)-3-[(4-ethyl-2-hydroxy-1,2-benzoxaborole-6-yl)amino]pyrazole-4-carboxamide Methyl-(R)-2-formyl-4-(2-(hydroxymethyl)morpholino)benzoate